2-(4-Morpholino)ethanesulfonic acid C1COCCN1CCS(=O)(=O)O